FC1=C(OC(C)C2=C(C=3N(C=C2)C(=NN3)COCC)C(F)(F)F)C=CC(=C1)F 7-[1-(2,4-difluorophenoxy)ethyl]-3-(ethoxymethyl)-8-(trifluoromethyl)[1,2,4]triazolo-[4,3-a]pyridine